isopropyl-N-(4-bromo-3-nitro-phenyl)-N-isopropoxycarbonyl-carbamate C(C)(C)OC(N(C(=O)OC(C)C)C1=CC(=C(C=C1)Br)[N+](=O)[O-])=O